(octyl (8-(2-oxo-2-(((3R,6R)-6-(2-oxoacetoxy) hexahydrofuro[3,2-b]furan-3-yl) oxy) acetoxy) octyl)) oxalate C(C(=O)[O-])(=O)OCCCCCCCC(OC(C(O[C@H]1C2C(OC1)[C@@H](CO2)OC(C=O)=O)=O)=O)CCCCCCCC